COCCCNC1=NC(=NC(=N1)NC1=CC=NC=C1)C1=CC=CC=C1 N2-(3-methoxypropyl)-6-phenyl-N4-(pyridin-4-yl)-1,3,5-triazine-2,4-diamine